(S)-tert-Butyl 1-hydroxypropan-2-ylcarbamate OC[C@H](C)NC(OC(C)(C)C)=O